4-((2R,5S)-3-(4-Cyano-3-(trifluoromethyl)phenyl)-2-(trifluoromethyl)oxazolidin-5-carbonyl)piperazin-1-carbonitril C(#N)C1=C(C=C(C=C1)N1[C@H](O[C@@H](C1)C(=O)N1CCN(CC1)C#N)C(F)(F)F)C(F)(F)F